CC1(NC(C2=CC=C(C=C12)NC1=NC=C(C(=N1)N[C@H](CO)C1=CC=CC=C1)C(=O)O)=O)C (S)-2-((3,3-dimethyl-1-oxoisoindolin-5-yl)amino)-4-((2-hydroxy-1-phenylethyl)amino)pyrimidine-5-carboxylic acid